(3S)-N-[3-(1-isopropylpiperidin-4-yl)pyridin-2-yl]-3-methyl-3-phenoxypyrrolidine-1-carboxamide C(C)(C)N1CCC(CC1)C=1C(=NC=CC1)NC(=O)N1C[C@](CC1)(OC1=CC=CC=C1)C